C(C)N1N=C(C=C1)O 1-ethylpyrazol-3-ol